trans-4-((tert-butyldimethylsilyl)oxy)-N-((trans-4-(4-methoxy-3-methylphenyl)cyclohexyl)methyl)-N-(3-((5-(trimethylsilyl)thiazol-2-yl)ethynyl)phenyl)cyclohexanecarboxamide [Si](C)(C)(C(C)(C)C)O[C@@H]1CC[C@H](CC1)C(=O)N(C1=CC(=CC=C1)C#CC=1SC(=CN1)[Si](C)(C)C)C[C@@H]1CC[C@H](CC1)C1=CC(=C(C=C1)OC)C